Cl.FC1(CN[C@@H]2[C@H]1N(CC2)CC(C(=O)OCC=C)(C)C)F Allyl 3-((cis)-6,6-difluorohexahydropyrrolo[3,2-b]pyrrol-1(2H)-yl)-2,2-dimethylpropanoate hydrochloride